(R)-4-((S)-6-(1H-benzimidazol-2-yl)-5-azaspiro[2.4]heptane-5-yl)-3-(cyclopentylmethyl)-N-hydroxy-4-oxobutanamide N1C(=NC2=C1C=CC=C2)[C@H]2N(CC1(CC1)C2)C([C@@H](CC(=O)NO)CC2CCCC2)=O